(1-(pyrazolo[1,5-a]pyridin-4-yl)ethyl)carbamate N1=CC=C2N1C=CC=C2C(C)NC([O-])=O